tert-Butyl (R)-4-(5-(5-chloro-1-((2-(trimethylsilyl)ethoxy)methyl)-1H-pyrazolo[4,3-d]pyrimidin-3-yl)pyridin-2-yl)-2-methylpiperazine-1-carboxylate ClC=1N=CC2=C(N1)C(=NN2COCC[Si](C)(C)C)C=2C=CC(=NC2)N2C[C@H](N(CC2)C(=O)OC(C)(C)C)C